C(C)(=O)N1[C@H]([C@@H]([C@H](C2=CC(=CC=C12)C(=O)N)NC1=NC=C(C=N1)C)C)C1CC1 (2S,3R,4R)-1-acetyl-2-cyclopropyl-3-methyl-4-((5-methylpyrimidin-2-yl)amino)-1,2,3,4-tetrahydroquinoline-6-carboxamide